FC1=CC=C(C=C1)S(=O)(=O)N 4-fluoro-benzenesulfonamide